1,3-Dinitro-2-chloro-5-trifluoromethylbenzene [N+](=O)([O-])C1=C(C(=CC(=C1)C(F)(F)F)[N+](=O)[O-])Cl